(5Z)-2-(3-amino-1-azetidinyl)-5-[(1-methyl-5-nitro-1H-imidazol-2-yl)methylene]thiazol-4(5H)-one NC1CN(C1)C=1S\C(\C(N1)=O)=C/C=1N(C(=CN1)[N+](=O)[O-])C